C1(CCCC1)C(=O)O cyclopentane-carboxylic acid